Dicumyl-phenyl-oxyacetic acid C(C)(C)(C1=CC=CC=C1)C(C(=O)O)(OC1=CC=CC=C1)C(C)(C)C1=CC=CC=C1